C(C=C)(=O)NC1=CC=C(C=C1)C1=C(C=2C(=NC=C(C2N1C)C#N)N)C1=CC(=C(C=C1)NC(=O)C1CC1)OC N-(4-(2-(4-acrylamidophenyl)-4-amino-7-cyano-1-methyl-1H-pyrrolo[3,2-c]pyridin-3-yl)-2-methoxyphenyl)cyclopropanecarboxamide